ClC1=C(C=2N=C(N=CC2C(=N1)NCCC1=CC(=CC=C1)C=C)SC)F 7-chloro-N-[2-(3-ethenylphenyl)ethyl]-8-fluoro-2-(methylsulfanyl)pyrido[4,3-d]pyrimidin-5-amine